N1C=C(C2=CC=CC=C12)CCNC=1C2=C(N=C(N1)C)SC(=C2)C2=CC=CC=C2 N-(2-(1H-indol-3-yl)ethyl)-2-methyl-6-phenylthieno[2,3-d]pyrimidin-4-amine